N[C@@H]1CN(CC[C@H]1F)C1=NC2=C(N1CC(=O)N(CC(F)(F)F)C)C(=CC(=C2)F)F 2-(2-((3R,4R)-3-Amino-4-fluoropiperidin-1-yl)-5,7-difluoro-1H-benzo[d]imidazol-1-yl)-N-methyl-N-(2,2,2-trifluoroethyl)acetamid